1-(3-(2,6-dioxopiperidin-3-yl)-1-methyl-1H-indazol-6-yl)pyrrolidine-3-carbaldehyde O=C1NC(CCC1C1=NN(C2=CC(=CC=C12)N1CC(CC1)C=O)C)=O